benzyl (3S,6S,9aS)-6-amino-5-oxooctahydro-1H-pyrrolo[1,2-a]azepine-3-carboxylate N[C@H]1CCC[C@@H]2N(C1=O)[C@@H](CC2)C(=O)OCC2=CC=CC=C2